(3R,8S)-8-((R)-1-hydroxyallyl)-3,10-dimethyl-11-oxo-1,3,4,7,8,9,10,11-octahydro-2H-pyrido[4',3':3,4]Pyrazolo[1,5-a][1,4]Diazepine-2-carboxylic acid tert-butyl ester C(C)(C)(C)OC(=O)N1CC=2C(=NN3C2C(N(C[C@@H](C3)[C@@H](C=C)O)C)=O)C[C@H]1C